C(N)(=O)C1=NN(C=C1N1C(=CC=CC1)C1=CC=NC=C1)C N-(3-carbamoyl-1-methyl-1H-pyrazol-4-yl)-2,4'-bipyridine